3-(trifluoromethyl)-3H-diazirin FC(C1N=N1)(F)F